5-(2-aminoethyl)-3-acetamidoindole-1-carboxylic acid tert-butyl ester C(C)(C)(C)OC(=O)N1C=C(C2=CC(=CC=C12)CCN)NC(C)=O